(1S,SR)-4-(3-methoxy-4,5-bis(methoxymethoxy)styryl)-6,6-dimethylbicyclo[3.1.1]hept-3-en-2-one COC=1C=C(C=CC2=CC([C@@H]3C([C@@H]2C3)(C)C)=O)C=C(C1OCOC)OCOC |&1:12|